C(C)(C)C1CC(CC(C1)=O)=O 5-isopropyl-1,3-cyclohexanedione